N-[2-(2-aminoethoxy)ethyl]-2-ethyl-4-[[3-[5-methyl-3-(trifluoromethyl)-1H-pyrazol-4-yl]imidazo[1,2-a]pyrazin-8-yl]amino]benzamide formate C(=O)O.NCCOCCNC(C1=C(C=C(C=C1)NC=1C=2N(C=CN1)C(=CN2)C=2C(=NNC2C)C(F)(F)F)CC)=O